Tert-butyl 4-[4-({4-[2-tert-butyl-4-(3-{[ethyl(methyl)sulfamoyl]amino}-2-fluorophenyl)-1,3-thiazol-5-yl]pyrimidin-2-yl}amino)phenyl]piperidine-1-carboxylate C(C)(C)(C)C=1SC(=C(N1)C1=C(C(=CC=C1)NS(N(C)CC)(=O)=O)F)C1=NC(=NC=C1)NC1=CC=C(C=C1)C1CCN(CC1)C(=O)OC(C)(C)C